n-methyl-2-(pyridin-4-yl)-N-[(2R)-1,1,1-trifluoropropan-2-yl]Pyrido[3,4-d]Pyrimidin-4-amine CN(C=1C2=C(N=C(N1)C1=CC=NC=C1)C=NC=C2)[C@@H](C(F)(F)F)C